C[N+]1=CC=C(C=C1)C1=CC=CC=C1 1-methyl-4-phenyl-pyridinium